N-{[6-(3-cyanopyrazol-1-yl)-2-fluoro-3-methoxyphenyl]methyl}-1-[(2-cyclopropyl-3,4-dihydro-1H-isoquinolin-6-yl)methyl]-3-(methoxymethyl)pyrazole-4-carboxamide C(#N)C1=NN(C=C1)C1=CC=C(C(=C1CNC(=O)C=1C(=NN(C1)CC=1C=C2CCN(CC2=CC1)C1CC1)COC)F)OC